C(C(C)C)(=O)OC=1C(=NC=CC1OC)C(N[C@@H](C)C1=NC(=NO1)C1=CC=C(C=C1)C(C)C)=O (S)-2-((1-(3-(4-isopropylphenyl)-1,2,4-oxadiazol-5-yl)ethyl)carbamoyl)-4-methoxypyridin-3-yl isobutyrate